FC=1C=C(C=C(C1)F)C=1C=C(C=NC1)C(=O)NC1=C(C=CC(=C1)C(N[C@@H]1[C@H](CCCC1)O)=O)C 5-(3,5-Difluorophenyl)-N-(5-{[(1S,2S)-2-hydroxycyclohexyl]carbamoyl}-2-methylphenyl)pyridine-3-carboxamide